FC1=CC=C(OC=2C=CC(=NC2)S(=O)(=O)N2[C@@H]([C@@H]3CC[C@H](C2)N3C(=O)OC(C)(C)C)C(=O)OCC)C=C1 8-(tert-butyl) 2-ethyl (1S,2S,5R)-3-((5-(4-fluorophenoxy) pyridin-2-yl) sulfonyl)-3,8-diazabicyclo[3.2.1]octane-2,8-dicarboxylate